4-(3,5-dimethyl-4H-1,2,4-triazol-4-yl)piperidinamide CC1=NN=C(N1C1CCN(CC1)C(=O)N)C